BrCC1=C(C(=O)ON2C(CCC2=O)=O)C=C(C=C1)CBr 2,5-dioxopyrrolidin-1-yl 2,5-bis(bromomethyl)benzoate